OCC1=C(C=CC=C1)S hydroxylmethylbenzenethiol